N-(4-(2-methoxyethoxy)-2-(thiazol-5-yl)quinolin-6-yl)tetrahydro-2H-pyran-3-carboxamide COCCOC1=CC(=NC2=CC=C(C=C12)NC(=O)C1COCCC1)C1=CN=CS1